C(C)(C)(C)OC(=O)N1[C@H](CN(CC1)C1=NC(=CC=C1)OCC1=C(C=C(C=C1)C(=O)OC)F)C (S)-4-(6-((2-Fluoro-4-(methoxycarbonyl)benzyl)oxy)pyridin-2-yl)-2-methylpiperazine-1-carboxylic acid tert-butyl ester